C(C)(C)OC1=NC=2N(C=C1C(=O)O)C=C(N2)C21COC(CC2)(C1)COC 7-isopropoxy-2-(1-(methoxymethyl)-2-oxabicyclo[2.2.1]hept-4-yl)imidazo[1,2-a]pyrimidine-6-carboxylic acid